C(C)OC(\C(\CCC(=O)OCC)=N/NC1=CC=C(C=C1)OC)=O (Z)-2-(2-(4-methoxyphenyl)hydrazono)glutaric acid diethyl ester